N-(4-{[6-(5-chloro-2-fluorophenyl)-3-methylpyridazin-4-yl]amino}pyridin-2-yl)-4-(4-methyl-1,4-diazepan-1-yl)butanamide ClC=1C=CC(=C(C1)C1=CC(=C(N=N1)C)NC1=CC(=NC=C1)NC(CCCN1CCN(CCC1)C)=O)F